hexadecyl-trimethyl-p-methyl-benzenesulfonic acid ammonium salt [NH4+].C(CCCCCCCCCCCCCCC)C1=C(C(=C(C(=C1S(=O)(=O)[O-])C)C)C)C